C1C(CC12OCCC2)NC=2C1=C(N=C(N2)OC[C@]23CCCN3C[C@@H](C2)F)C(=C(N=C1)C1=CC(=CC2=CC=C(C(=C12)CC)F)O)F 4-(4-(5-oxaspiro[3.4]octan-2-ylamino)-8-fluoro-2-(((2R,7aS)-2-fluorohexahydro-1H-pyrrolizin-7a-yl)methoxy)pyrido[4,3-d]pyrimidin-7-yl)-5-ethyl-6-fluoronaphthalen-2-ol